1,6-hexanediol methyl-thiophene-2-methacrylate CC1=C(SC=C1)CC(C(=O)OCCCCCCO)=C